C(C)OC1=C(C=C(C=C1)S(=O)(=O)N1CC(C1)OCCO)C=1NC(C2=C(N1)C(=NN2C)CCC)=O 5-(2-ethoxy-5-((3-(2-hydroxyethoxy)azetidin-1-yl)sulfonyl)phenyl)-1-methyl-3-propyl-1,6-dihydro-7H-pyrazolo[4,3-d]pyrimidin-7-one